4-(1-ethoxyvinyl)-2-fluorobenzoic acid methyl ester COC(C1=C(C=C(C=C1)C(=C)OCC)F)=O